C[Si](CCCN=C(CC(C)C)C)(OC)OC 3-methyldimethoxysilyl-N-(1,3-dimethylbutylidene)propylamine